N1(CC2(CC1)NC1=NC=CC=C1CC2)C(=O)[O-] 3,4-dihydro-1H-spiro[1,8-naphthyridine-2,3'-pyrrolidine]-1'-carboxylate